1-(Benzo[d][1,3]dioxol-5-yl)-3-(3-cyanophenyl)-1-((6,7,8,9-tetrahydro-5H-[1,2,4]triazolo[4,3-a]azepin-3-yl)methyl)urea O1COC2=C1C=CC(=C2)N(C(=O)NC2=CC(=CC=C2)C#N)CC2=NN=C1N2CCCCC1